(4-((2-butyl-4-oxo-1,3-diazaspiro[4.4]non-1-en-3-yl)methyl)-2'-(N-(4,5-dimethylisoxazol-3-yl)sulfamoyl)-[1,1'-biphenyl]-2-yl)methylcarbamate C(CCC)C1=NC2(C(N1CC1=CC(=C(C=C1)C1=C(C=CC=C1)S(NC1=NOC(=C1C)C)(=O)=O)CNC([O-])=O)=O)CCCC2